2-((2S,4S)-4-(6-fluoro-7-(7-fluoro-2-methylquinolin-8-yl)-8-methyl-4-((S)-1-((S)-1-methylpyrrolidin-2-yl)ethoxy)-1H-[1,2,3]triazolo[4,5-c]quinolin-1-yl)piperidin-2-yl)acetonitrile FC1=C(C(=CC=2C3=C(C(=NC12)O[C@@H](C)[C@H]1N(CCC1)C)N=NN3[C@@H]3C[C@H](NCC3)CC#N)C)C=3C(=CC=C1C=CC(=NC31)C)F